((benzo[b]thiophen-7-ylthio)methyl)benzoic acid S1C2=C(C=C1)C=CC=C2SCC2=C(C(=O)O)C=CC=C2